BrC=1C=NN(C1)C 4-bromo-1-methyl-1,2-diazole